C/C=C/C1=CC2=C(C=C1)O[C@@H]([C@H]2C)C3=CC=C(C=C3)O The molecule is a member of the class of benzofurans that is 2,3-dihydro-1-benzofuran substituted by a methyl group at position 3, a prop-1-en-1-yl group at position 5 and a 4-hydroxyphenyl group at position 2. It is a lignan derivative isolated from the roots of Krameria lappacea. It has a role as an anti-inflammatory agent, a cyclooxygenase 1 inhibitor, a cyclooxygenase 2 inhibitor, a NF-kappaB inhibitor and a plant metabolite. It is a member of benzofurans and a member of phenols.